9,9',9'',9'''-(4-(4,6-diphenyl-1,3,5-triazin-2-yl)-6-(pyridin-3-yl)benzene-1,2,3,5-tetrayl)tetrakis(3-(tert-butyl)-9H-carbazole) C1(=CC=CC=C1)C1=NC(=NC(=N1)C1=CC=CC=C1)C1=C(C(=C(C(=C1N1C2=CC=CC=C2C=2C=C(C=CC12)C(C)(C)C)C=1C=NC=CC1)N1C2=CC=CC=C2C=2C=C(C=CC12)C(C)(C)C)N1C2=CC=CC=C2C=2C=C(C=CC12)C(C)(C)C)N1C2=CC=CC=C2C=2C=C(C=CC12)C(C)(C)C